C(C)OC(=O)C1=C(C(NC(=C1)C)=O)[N+](=O)[O-].BrC1=CC(CC=C1)(CC1=CC=C(C=C1)OCC)Cl 4-bromo-2-chloro-2-(4-ethoxybenzyl)benzene ethyl-6-methyl-3-nitro-2-oxo-1,2-dihydropyridine-4-carboxylate